FC1=CC=C(C=C1)OC[C@H](N)C(=O)O O-(4-fluorophenyl)-L-serine